2-(5-bromopyridin-2-yl)-4,6-diphenyl-1,3,5-triazine BrC=1C=CC(=NC1)C1=NC(=NC(=N1)C1=CC=CC=C1)C1=CC=CC=C1